ClC=1C=C(C=CC1F)C=1SC=C2N=CN(C(C21)=O)CC(=O)N2CC(C2)(F)F 5-(3-chloro-4-fluorophenyl)-3-(2-(3,3-difluoroazetidin-1-yl)-2-oxoethyl)thieno[3,4-d]pyrimidin-4(3H)-one